CC(=O)O[C@H]([C@H]1C2=C(C3=C(C=C2CCN1C)OCO3)OC)C4=C(C(=C(C=C4)OC)OC)C=O The molecule is a benzylisoquinoline alkaloid that is 3-O-acetyl-4'-O-demethylpapaveroxine in which the phenolic hydroxy group has been converted to the corresponding methyl ether. An intermediate in the biosynthesis of noscarpine in the opium poppy, Papaver somniferum. It has a role as a plant metabolite. It is a cyclic acetal, a benzylisoquinoline alkaloid, an acetate ester, a member of benzaldehydes, an organic heterotricyclic compound, an aromatic ether and a tertiary amino compound. It derives from a 3-O-acetyl-4'-O-demethylpapaveroxine.